7-(4,4-difluoropiperidin-1-yl)-N-((1-(2,6-dioxopiperidin-3-yl)-2-oxo-1,2-dihydrobenzo[cd]indol-6-yl)methyl)heptylamide FC1(CCN(CC1)CCCCCCC[N-]CC=1C=2C3=C(C(N(C3=CC1)C1C(NC(CC1)=O)=O)=O)C=CC2)F